1-morpholino-2-(4-phenyl-3,4-dihydroquinoxalin-1(2H)-yl)ethane O1CCN(CC1)CCN1CCN(C2=CC=CC=C12)C1=CC=CC=C1